FC(C(=O)O)(F)F.ClC=1C(=NC(=NC1)NC1=C(C(=C(C=C1)CC)OC)F)NC=1C=CC2=C(NC(O2)=O)C1 5-(5-chloro-2-(4-ethyl-2-fluoro-3-methoxyphenylamino)pyrimidin-4-ylamino)benzo[d]oxazol-2(3H)-one trifluoroacetate salt